N-(2-ethoxyethyl)methylamine C(C)OCCNC